7-bromo-2,5-dimethyl-1,3-benzoxazol-6-amine BrC1=C(C(=CC=2N=C(OC21)C)C)N